O=C(CC=CC(=O)O)\C=C\CCCCCCCCCCC 5-oxo-6E,8Z-octadecadienoic acid